1-(4-methyltetrahydropyran-2-yl)propane-1-thiol CC1CC(OCC1)C(CC)S